COC(=O)C=1C(=NC(=NC1C(C)C)Cl)C1=CC=C(C=C1)F 2-chloro-4-(4-fluorophenyl)-6-isopropyl-pyrimidine-5-carboxylic acid methyl ester